NC([C@H](CCC(=O)OCCCC)N1C(C2=CC=C(C=C2C1)C1=NC(=CC(=C1)CCl)N)=O)=O butyl (S)-5-amino-4-(5-(6-amino-4-(chloromethyl)pyridin-2-yl)-1-oxoisoindolin-2-yl)-5-oxopentanoate